CS(=O)(=O)O.NC(=O)N urea methanesulfonate